GAMMA-LINDANE C1(C(C(C(C(C1Cl)Cl)Cl)Cl)Cl)Cl